α-cyclopentylmethyl-1-methoxycarbonyl-3-indoleacetic acid methyl ester COC(C(C1=CN(C2=CC=CC=C12)C(=O)OC)CC1CCCC1)=O